COC1=NC(=NN2C1=C(C=C2)C=2C=CC1=C(N(N=N1)[C@H](C(F)(F)F)C)C2)NC2CCC(CC2)(O)C (1S,4r)-4-((4-methoxy-5-(1-((S)-1,1,1-trifluoropropan-2-yl)-1H-benzo[d][1,2,3]triazol-6-yl)pyrrolo[2,1-f][1,2,4]triazin-2-yl)amino)-1-methylcyclohexan-1-ol